NC[C@H](C1=CC(=CC=C1)Cl)NC(=O)C=1N=CN(C1)C1=NC(=NC=C1C)NC1COC1 (S)-N-(2-amino-1-(3-chlorophenyl)ethyl)-1-(5-methyl-2-(oxetan-3-ylamino)pyrimidin-4-yl)-1H-imidazole-4-amide